1-pentadecanoyl-2-(8Z,11Z,14Z-eicosatrienoyl)-glycero-3-phosphocholine CCCCCCCCCCCCCCC(=O)OC[C@H](COP(=O)([O-])OCC[N+](C)(C)C)OC(=O)CCCCCC/C=C\C/C=C\C/C=C\CCCCC